FC(CN1CC(N(CC1)CC1=C2C=CN(C2=C(C=C1OC)C)C(=O)OC(C)(C)C)C1=CC(=C(C=C1)C(=O)OC)NC1COC1)F tert-Butyl 4-((4-(2,2-difluoroethyl)-2-(4-(methoxycarbonyl)-3-(oxetan-3-ylamino)phenyl)piperazin-1-yl)methyl)-5-methoxy-7-methyl-1H-indole-1-carboxylate